C(#N)C1=CC(=C(COC2=CC=CC(=N2)C2CCC(CC2)CC2=NC3=C(N2CCOC)C=C(C=C3C3=NN(C=C3)C)C(=O)O)C=C1)F 2-(((1r,4r)-4-(6-((4-cyano-2-fluorobenzyl)oxy)pyridin-2-yl)cyclohexyl)methyl)-1-(2-methoxyethyl)-4-(1-methyl-1H-pyrazol-3-yl)-1H-benzo[d]imidazole-6-carboxylic acid